C1(CCCC1)C1=CN=CC(=N1)NC=1C(=NOC1C1=CC=C(C(=N1)C)NC(=O)[C@@H]1[C@H](CCCC1)C(=O)O)C (1S,2S)-2-((6-(4-((6-cyclopentylpyrazin-2-yl)amino)-3-methylisoxazol-5-yl)-2-methylpyridin-3-yl)carbamoyl)cyclohexane-1-carboxylic acid